8-((4,4-Difluorocyclohexyl)methoxy)-N-(1-(pyridin-2-yl)ethyl)quinoline-3-carboxamide FC1(CCC(CC1)COC=1C=CC=C2C=C(C=NC12)C(=O)NC(C)C1=NC=CC=C1)F